C(=O)O.NC1(CC1)C(=O)N=[S@@](=O)(C)C=1C=C(C=CC1)NC(C1=C(N=C(C(=C1C)C#N)C(F)(F)F)N1CCC(CCC1)(F)F)=O (R)-N-(3-(N-(1-aminocyclopropane-1-carbonyl)-S-methylsulfonimidoyl)phenyl)-5-cyano-2-(4,4-difluoroazepan-1-yl)-4-methyl-6-(trifluoromethyl)nicotinamide formate